ClC=1C(=CC2=C(C(CNCC2)C)C1)F 8-chloro-7-fluoro-1-methyl-1,2,4,5-tetrahydro-3H-benzo[d]azepin